OC=1C=C(C=2N(C1)N=CC2C#N)C=2C=NC(=CC2)N2CCN(CC2)CC2=NC=C(C=C2)OC 6-hydroxy-4-(6-(4-((5-methoxypyridin-2-yl)methyl)piperazin-1-yl)pyridin-3-yl)pyrazolo[1,5-a]pyridine-3-carbonitrile